N-allyl-2-(5-methoxy-1H-indol-3-yl)-N-(2-methoxybenzyl)acetamide C(C=C)N(C(CC1=CNC2=CC=C(C=C12)OC)=O)CC1=C(C=CC=C1)OC